1-fluoropropane-2-yl trifluoromethanesulfonate FC(S(=O)(=O)OC(CF)C)(F)F